FC(C1=CC=C(C=C1)N1CCC2=CC(=CC=C12)N)(F)F 1-(4-(trifluoromethyl)phenyl)indolin-5-amine